BrC1=CC=CC(=N1)C=1N(C(NN1)=S)C(C)C 5-(6-Bromopyridin-2-yl)-4-isopropyl-2,4-dihydro-3H-1,2,4-triazole-3-thione